C1=C(C=CC2=CC=CC=C12)N(C1=CC=C(C=C1)C=CC1=CC=C(C=C1)N(C1=CC2=CC=CC=C2C=C1)C1=CC2=CC=CC=C2C=C1)C1=CC2=CC=CC=C2C=C1 N,N,N',N'-tetra(2-naphthyl)-4,4'-diaminostilbene